NCCN(S(=O)(=O)C1=C(C=CC=C1)[N+](=O)[O-])CC1=C(C=CC(=C1)C=1C(=NC=CC1)OCC)N1[C@@H](CN(CC1)C(C1=C(N=C(C=C1)OCC)C(F)(F)F)=O)CC (R)-N-(2-aminoethyl)-N-(2-(4-(6-ethoxy-2-(trifluoromethyl)nicotinoyl)-2-ethylpiperazin-1-yl)-5-(2-ethoxypyridin-3-yl)benzyl)-2-nitrobenzenesulfonamide